N-((1s,4s)-4-(4-(3-cyano-4-((3,5-difluoropyridin-2-yl)thio)pyrazolo[1,5-a]pyridin-6-yl)-5-methyl-1H-pyrazol-1-yl)cyclohexyl)-2-hydroxyacetamide C(#N)C=1C=NN2C1C(=CC(=C2)C=2C=NN(C2C)C2CCC(CC2)NC(CO)=O)SC2=NC=C(C=C2F)F